C(CCCCCCCCC)[P+](CCCCCC)(CCCCCC)CCCCCC n-decyltri-n-hexylphosphonium